GLYOXYLIC ACID SEMICARBAZONE C(C=NNC(=O)N)(=O)O